OC(C)(C)C=1C(=CC2=CN(N=C2C1)CCCOC(F)(F)F)NC(=O)C1=NC(=CC=C1)C(F)(F)F N-{6-(2-hydroxypropan-2-yl)-2-[3-(trifluoromethoxy)propyl]-2H-indazol-5-yl}-6-(trifluoromethyl)pyridine-2-carboxamide